C(C)(C)(C)OC(=O)NC=1C=C(C=CC1)CC(=O)O 2-(3-((tert-butoxycarbonyl)amino)phenyl)Acetic Acid